FC=1C(=NC=CC1OC)CN (3-fluoro-4-methoxypyridin-2-yl)methanamine